C(C)(C)(C)C=1SC2=C(N1)C(CC1(CCN(CC1)C(=O)C=1C=C3C(=CNC3=C(C1)C)Cl)C2)=O 2-(tert-butyl)-1'-(3-chloro-7-methyl-1H-indole-5-carbonyl)-5H-spiro[benzo[d]thiazol-6,4'-piperidin]-4(7H)-one